(R)-4-(4-methoxybenzyl)-5-oxomorpholine-2-carboxylic acid COC1=CC=C(CN2C[C@@H](OCC2=O)C(=O)O)C=C1